7-bromofluorenone BrC1=CC=C2C3=CC=CC(C3=CC2=C1)=O